C(C)(C)(C)NC(=O)C1=C(C2=C(S1)CC(C2)(C)C)C=O N-tert-Butyl-3-formyl-5,5-dimethyl-5,6-dihydro-4H-cyclopenta[b]thiophene-2-carboxamide